[Ru+2].ClC1C(C(C(CC1)(P(C1CCCCC1)C1CCCCC1)Cl)=C1C=C(C2=CC=CC=C12)C1=CC=CC=C1)=C1N(CCN1C1=C(C=C(C=C1C)C)C)C1=C(C=C(C=C1C)C)C dichloro[1,3-bis(2,4,6-trimethylphenyl)-2-imidazolidinylidene](3-phenyl-1H-inden-1-ylidene)(tricyclohexylphosphine) ruthenium (II)